C1(CCC1)N1C(=NC2=C1C=C(C=C2F)C(C)(C)O)NC(C(C(C(F)(F)F)(C)C)C)=O N-(1-cyclobutyl-4-fluoro-6-(2-hydroxypropan-2-yl)-1H-benzo[d]imidazol-2-yl)-4,4,4-trifluoro-2,3,3-trimethylbutanamide